hexahydrocyclopenta[b]pyrrole-1(2H)-carboxylate N1(C2C(CC1)CCC2)C(=O)[O-]